C(C1=CC=CC=C1)N1N=C(C(C=C1C)=O)C(=O)O 1-benzyl-6-methyl-4-oxo-1,4-dihydropyridazine-3-carboxylic acid